5-Amino-3-[4-[2-[[3-(3,3-dimethylcyclobutyl)-4-fluoro-isoxazol-5-yl]amino]-2-oxoethyl]phenyl]-1-isopropyl-pyrazole-4-carboxamide NC1=C(C(=NN1C(C)C)C1=CC=C(C=C1)CC(=O)NC1=C(C(=NO1)C1CC(C1)(C)C)F)C(=O)N